tert-Butyl 3-oxo-2-oxa-7-azaspiro[4.4]nonane-7-carboxylate O=C1OCC2(C1)CN(CC2)C(=O)OC(C)(C)C